1-(4-(6-chloro-7-(3-chlorophenyl)quinazolin-4-yl)piperazin-1-yl)prop-2-en-1-one ClC=1C=C2C(=NC=NC2=CC1C1=CC(=CC=C1)Cl)N1CCN(CC1)C(C=C)=O